N-(3,4-Dichloro-2-fluoro-phenyl)-6-[(3R)-pyrrolidin-3-yl]pyrido[3,4-d]pyrimidin-4-amine ClC=1C(=C(C=CC1Cl)NC=1C2=C(N=CN1)C=NC(=C2)[C@H]2CNCC2)F